CN1N=CC(=C1)C=1N=C(C=2N(C1)N=CC2)O[C@@H]2CN(CCCC2)C(C=C)=O (S)-1-(3-((6-(1-methyl-1H-pyrazol-4-yl)pyrazolo[1,5-a]pyrazin-4-yl)oxy)azepan-1-yl)prop-2-en-1-one